FC(C(=O)NNC(=O)C=1C=CC(=NC1)CN(S(=O)(=O)C)C=1C=NC=CC1)F N-((5-(2-(2,2-difluoroacetyl)hydrazine-1-carbonyl)pyridin-2-yl)methyl)-N-(pyridin-3-yl)methanesulfonamide